7-cyclopropyl-1-(2-propynylphenyl)quinazoline-2,4(1H,3H)-dione C1(CC1)C1=CC=C2C(NC(N(C2=C1)C1=C(C=CC=C1)C#CC)=O)=O